cetylbenzenesulphonic acid sodium salt [Na+].C(CCCCCCCCCCCCCCC)C1=C(C=CC=C1)S(=O)(=O)[O-]